CON(C(=O)C(CC)NC(OC(C)(C)C)=O)C tert-Butyl N-{1-[methoxy(methyl)carbamoyl]propyl}carbamate